FC(C(=O)O)(F)F.NC1=C(C=C(C=C1)CN1C=NC=2CN([C@@H](CC21)C(=O)O)C(C(C2=CC=CC=C2)C2=CC=CC=C2)=O)C (S)-1-[(4-amino-3-methylphenyl)methyl]-5-(diphenylacetyl)-4,5,6,7-tetrahydro-1H-imidazo[4,5-c]pyridine-6-carboxylic acid trifluoroacetate